Ytterbium-holmium-terbium [Tb].[Ho].[Yb]